1,1,1-Trifluoro-N-{2-[(3R,4S)-4-hydroxy-3-(pyridin-2-ylmethyl)-3,4-dihydro-2H-chromen-7-yl]phenyl}methansulfonamid FC(S(=O)(=O)NC1=C(C=CC=C1)C1=CC=C2[C@H]([C@@H](COC2=C1)CC1=NC=CC=C1)O)(F)F